(1S,2S)-N-[2-(2-ethoxypyridin-3-yl)-1-methylpyrrolo[2,3-c]pyridin-5-yl]-2-fluorocyclopropane-1-carboxamide C(C)OC1=NC=CC=C1C1=CC=2C(=CN=C(C2)NC(=O)[C@H]2[C@H](C2)F)N1C